4-(benzo[d]oxazol-2-yl)-2-methoxyphenol O1C(=NC2=C1C=CC=C2)C2=CC(=C(C=C2)O)OC